2-chloro-6-[(4-methoxyphenyl)methyl]-7,7-dimethyl-pyrrolo[3,4-b]pyridin-5-one ClC1=CC=C2C(=N1)C(N(C2=O)CC2=CC=C(C=C2)OC)(C)C